Methyl 7-(N,N-diethylsulfamoyl)-3-methoxy-2-naphthoate C(C)N(S(=O)(=O)C1=CC=C2C=C(C(=CC2=C1)C(=O)OC)OC)CC